O=C1NC(CCC1N1C(C2=CC=C(C=C2C1=O)CCC(C)CO)=O)=O 2-(2,6-dioxopiperidin-3-yl)-5-(3-(hydroxymethyl)butan-1-yl)isoindole-1,3-dione